BrC1=CC=C(C=C1)[S] 4-bromophenylsulfur